FC1=CC(=C(C=C1)N(C(=O)C1=CC=2N(C(=C1)C)N=CC2C=2C=CC(=NC2)NC(OC)=O)C)OC methyl N-[5-[5-[(4-fluoro-2-methoxy-phenyl)-methyl-carbamoyl]-7-methyl-pyrazolo[1,5-a]pyridin-3-yl]-2-pyridyl]carbamate